(R)-3-(4-cyanophenethyl)-N-(3-fluoropyridin-2-yl)-1-(2-(pyridin-2-yl)propan-2-yl)pyrrolidine-3-carboxamide C(#N)C1=CC=C(CC[C@@]2(CN(CC2)C(C)(C)C2=NC=CC=C2)C(=O)NC2=NC=CC=C2F)C=C1